C1(=CC=CC=C1)P(=O)(C=1C=C(C=CC1)C=1C=NC2=C3N=CC=CC3=CC=C2C1)C1=CC=CC=C1 3-(3-diphenylphosphinoylphenyl)-1,10-phenanthroline